FC1=C(C=CC=C1)C1N(CCCCC1)C1=NC(=NC(=C1)C)N 4-(2-(2-Fluorophenyl)azepan-1-yl)-6-methylpyrimidin-2-amine